ClC=1C=C(C=CC1)C1C(N(CC12CCN(CC2)C([C@@H](C(C)C)NC(C2=C(C=CC(=C2)C(F)(F)F)F)=O)=O)C)=O N-((2R)-1-(4-(3-chlorophenyl)-2-methyl-3-oxo-2,8-diazaspiro[4.5]decan-8-yl)-3-methyl-1-oxobutan-2-yl)-2-fluoro-5-(trifluoromethyl)benzamide